C[C@H](CCC[C@H](C)C(=O)SCCNC(=O)CCNC(=O)[C@@H](C(C)(C)COP(=O)([O-])OP(=O)([O-])OC[C@@H]1[C@H]([C@H]([C@@H](O1)N2C=NC3=C(N=CN=C32)N)O)OP(=O)([O-])[O-])O)[C@H]4CC[C@@H]5[C@@]4([C@H](C[C@H]6[C@H]5[C@@H](C[C@H]7[C@@]6(CC[C@H](C7)O)C)O)O)C The molecule is an acyl-CoA(4-) oxoanion arising from deprotonation of the phosphate and diphosphate OH groups of (25S)-3alpha,7alpha,12alpha-trihydroxy-5beta-cholestan-26-oyl-CoA; major species at pH 7.3. It is a conjugate base of a (25S)-3alpha,7alpha,12alpha-trihydroxy-5beta-cholestanoyl-CoA.